5-((2-(pyrrolidin-1-yl)ethyl)amino)pyrazine-2-carboxamide N1(CCCC1)CCNC=1N=CC(=NC1)C(=O)N